(R)-6-(3-(methylamino)pyrrolidin-1-yl)-N-(6-(o-tolyl)-5-(trifluoromethyl)pyridin-2-yl)pyridine-2-sulfonamide CN[C@H]1CN(CC1)C1=CC=CC(=N1)S(=O)(=O)NC1=NC(=C(C=C1)C(F)(F)F)C1=C(C=CC=C1)C